4-bromo-6-hydroxy-7-methylpyrazolo[1,5-a]pyridine BrC=1C=2N(C(=C(C1)O)C)N=CC2